O=S1(CCCC2=CC(=CC=C12)NC1=NC=C(C(=N1)N[C@H](CO)C1=CC=CC=C1)C1=NC=NO1)=O (2S)-2-[[2-[(1,1-dioxo-3,4-dihydro-2H-thiochromen-6-yl)amino]-5-(1,2,4-oxadiazol-5-yl)pyrimidin-4-yl]amino]-2-phenyl-ethanol